7-((4-(2-fluoro-6-(methylcarbamoyl)pyridin-3-yl)piperazin-1-yl)methyl)-6-fluoropyrazolo[1,5-a]quinoxalin-4(5H)-one FC1=NC(=CC=C1N1CCN(CC1)CC=1C(=C2NC(C=3N(C2=CC1)N=CC3)=O)F)C(NC)=O